(z)-1-hexanol C(CCCCC)O